COC(\C=C\C1=CC(=C(C(=C1)F)C=O)F)=O (E)-3-(3,5-difluoro-4-formylphenyl)acrylic acid methyl ester